OC(C(=O)O)=C.C(C=C)(=O)OCCCCO hydroxybutyl acrylate (hydroxyacrylate)